FC1=CC(=C(C=C1)C1=CC(=CC=C1)C=1OC2=C(N1)C=C(C=C2C(F)(F)F)CNCC(C)(C)OC)C2=NN=CN2C N-((2-(4'-fluoro-2'-(4-methyl-4H-1,2,4-triazol-3-yl)-[1,1'-biphenyl]-3-yl)-7-(trifluoromethyl)benzo[d]oxazol-5-yl)methyl)-2-methoxy-2-methylpropan-1-amine